BrCCOC(C1=CC=C(C=C1)Cl)C1=CC=CC=C1 1-[(2-bromoethoxy)(phenyl)methyl]-4-chlorobenzene